2-(4-ethylphenoxy)-N-(2-(4-ethylphenoxy)ethyl)-N-methylethan-1-amine C(C)C1=CC=C(OCCN(C)CCOC2=CC=C(C=C2)CC)C=C1